6-(1-cyclopropyl-2-hydroxy-2-methylpropyl)-4-(4-(5-methyl-1,3,4-oxadiazol-2-yl)phenyl)-6,7-dihydro-5H-pyrrolo[3,4-b]pyridin-5-one C1(CC1)C(C(C)(C)O)N1CC2=NC=CC(=C2C1=O)C1=CC=C(C=C1)C=1OC(=NN1)C